C(CCCC)C=1C=C(C=C(O)C1)O 5-pentylresorcinol